C1(C(CC(C(C1)C(=O)O)C(=O)O)C(=O)O)C(=O)O cyclohexane-1,2,4,5-tetracarboxylic acid